N(=[N+]=[N-])[C@@](COC)(C)C1=CN=C(C2=CN=C(C=C12)Cl)OC1CC(C1)C(=O)N(C)C 3-((4-((S)-2-Azido-1-methoxypropan-2-yl)-6-chloro-2,7-naphthyridin-1-yl)oxy)-N,N-dimethylcyclobutane-1-carboxamide